OC1=CC=C(C=C1)C(\C=C\C1=CC(=C(C=C1)OC)C)=O (E)-1-(4-Hydroxyphenyl)-3-(4-methoxy-3-methylphenyl)prop-2-en-1-one